ClC=1C=NN(C1C[C@@H]1N(C(C2=C(C=C(C=C12)F)F)=O)CC1CC2(C1)OC(NC2)=O)C (2s,4R)-2-(((S)-1-((4-chloro-1-methyl-1H-pyrazol-5-yl)methyl)-4,6-difluoro-3-oxoisoindolin-2-yl)methyl)-5-oxa-7-azaspiro[3.4]octan-6-one